2-(((Tetrahydro-2H-pyran-2-yl)oxy)methyl)-1H-indole-1,5-dicarboxylic acid O1C(CCCC1)OCC=1N(C2=CC=C(C=C2C1)C(=O)O)C(=O)O